FC1=CC=C(C(=O)NC2CCC(CC2)NC2=CC(=NC(=C2)C(F)(F)F)Cl)C=C1 4-fluoro-N-[(1s,4s)-4-{[2-chloro-6-(trifluoromethyl)pyridin-4-yl]amino}cyclohexyl]benzamide